FC1=CC=C(C=C1)CC(=O)NN 4-fluorobenzeneacethydrazide